2,2'-Bis[N,N-bis(biphenyl-4-yl)amino]-9,9-Spirobifluoren C1(=CC=C(C=C1)N(C1=CC=C(C=C1)C1=CC=CC=C1)C1=CC=2C3(C4=CC=CC=C4C2C=C1)C1=CC=CC=C1C=1C=CC(=CC13)N(C1=CC=C(C=C1)C1=CC=CC=C1)C1=CC=C(C=C1)C1=CC=CC=C1)C1=CC=CC=C1